7-Bromo-6-fluoro-N5,N5-bis(4-methoxybenzyl)quinazoline-2,5-diamine BrC=1C(=C(C=2C=NC(=NC2C1)N)N(CC1=CC=C(C=C1)OC)CC1=CC=C(C=C1)OC)F